(S)-2-(3-(3-chloro-4-fluorophenyl)-1-(1-(6,8-difluoro-1-oxo-1,2-dihydroisoquinolin-4-yl)ethyl)ureido)ethane-1-sulfonamide ClC=1C=C(C=CC1F)NC(N([C@@H](C)C1=CNC(C2=C(C=C(C=C12)F)F)=O)CCS(=O)(=O)N)=O